(4-(4-((3-(3,6-difluoropyridin-2-yl)-1-((1r,4r)-4-ethoxycyclohexyl)-1H-pyrazol-4-yl)carbamoyl)thiazol-2-yl)-1H-pyrazol-1-yl)methyl valinate N[C@@H](C(C)C)C(=O)OCN1N=CC(=C1)C=1SC=C(N1)C(NC=1C(=NN(C1)C1CCC(CC1)OCC)C1=NC(=CC=C1F)F)=O